Aluminum glycine NCC(=O)O.[Al]